ClC1=CC=C(C=C1)C=1C2=C(NC([C@@H](N1)CC(=O)O)=O)SC(=C2C)C (S)-2-(5-(4-chlorophenyl)-6,7-dimethyl-2-oxo-2,3-dihydro-1H-thieno[2,3-e][1,4]diazepin-3-yl)acetic acid